C(C)(=O)C1=NN(C2=CC=C(C=C12)C=1C=NC(=NC1)C)CC(=O)N1[C@@H](C[C@H](C1)F)C=1NC=2C(=NC(=CC2)Br)N1 2-(3-acetyl-5-(2-methylpyrimidin-5-yl)-1H-indazol-1-yl)-1-((2S,4R)-2-(5-bromo-1H-imidazo[4,5-b]pyridin-2-yl)-4-fluoropyrrolidin-1-yl)ethan-1-one